tert-butyl 2,7-diazabicyclo[4.2.0]octane-7-carboxylate C12NCCCC2N(C1)C(=O)OC(C)(C)C